Cl.N1[C@H](CCC1)C(C)(C)O 2-[(2R)-pyrrolidin-2-yl]propane-2-ol hydrochloride